C(C)OC(COC1=C(C=CC(=C1)C1=C(N=CS1)C)CNC(=O)[C@H]1N(C[C@@H](C1)O)C([C@H](C(C)(C)C)NC(=O)C1(CC1)F)=O)OCC (2S,4R)-N-[[2-(2,2-diethoxyethoxy)-4-(4-methylthiazol-5-yl)phenyl]methyl]-1-[(2S)-2-[(1-fluorocyclopropanecarbonyl)amino]-3,3-dimethyl-butanoyl]-4-hydroxy-pyrrolidine-2-carboxamide